C(CCCCC)C1=CC=C(N)C=C1 4-n-hexyl-aniline